CC=CC=CC=CC=C 2,4,6,8-nonatetraene